5-(4-fluorophenyl)-2-methoxyoxazole-4-carboxylic acid FC1=CC=C(C=C1)C1=C(N=C(O1)OC)C(=O)O